CN1C=C(C=C1C1=NC=C(C=C1)C1CCNCC1)C(=O)OC methyl 1-methyl-5-[5-(piperidin-4-yl)pyridin-2-yl]pyrrole-3-carboxylate